11-(2-aminoethyl)-6-dodec-11-ynoxy-1,5,11-triazatricyclo[7.4.0.02,7]trideca-2,4,6,8-tetraen-10-one NCCN1C(C2=CC3=C(N=CC=C3N2CC1)OCCCCCCCCCCC#C)=O